4-((2R,4S)-4-((2,2-difluoroethyl)amino)-1-((5-methoxy-7-methyl-1H-indol-4-yl)methyl)piperidin-2-yl)benzoic acid FC(CN[C@@H]1C[C@@H](N(CC1)CC1=C2C=CNC2=C(C=C1OC)C)C1=CC=C(C(=O)O)C=C1)F